C(C)(C)NC1=NC(=CC2=C1N=C(N=C2)N[C@@H]2CNCC2)C#N (S)-8-(isopropylamino)-2-(pyrrolidin-3-ylamino)pyrido[3,4-d]pyrimidine-6-carbonitrile